N4-[5-chloro-4-(pyrazolo[1,5-a]pyridin-3-yl)pyrimidin-2-yl]-N1-[2-(dimethylamino)ethyl]-5-methoxy-N1-methylbenzene-1,2,4-triamine ClC=1C(=NC(=NC1)NC=1C=C(C(=CC1OC)N(C)CCN(C)C)N)C=1C=NN2C1C=CC=C2